benzyl 4-[4-(4-tert-butoxycarbonylpiperazine-1-carbonyl)phenyl]-1,4-diazepane-1-carboxylate C(C)(C)(C)OC(=O)N1CCN(CC1)C(=O)C1=CC=C(C=C1)N1CCN(CCC1)C(=O)OCC1=CC=CC=C1